1-cyclohexyl-3,4-dihydro-1H-isoquinoline-2-carboxylic acid-1-aza-bicyclo[2.2.2]oct-3-yl ester N12CC(C(CC1)CC2)OC(=O)N2C(C1=CC=CC=C1CC2)C2CCCCC2